NC1(CCOCC1)C(=O)O 4-aminotetrahydropyran-4-carboxylic acid